N1(C=CC=C1)C1=CC=C(CN)C=C1 4-(1H-pyrrol-1-yl)benzylamine